CN(C(OC(C)(C)C)=O)C[C@@H]1CCOC2=C(C=CC=C12)C1=CC(=NC=C1)C tert-butyl (R)-methyl((8-(2-methylpyridin-4-yl)chroman-4-yl)methyl)carbamate